(1R,4S)-2-(4-fluorophenyl)-7,7-dimethyl-2-azabicyclo[2.2.2]octan-5-one FC1=CC=C(C=C1)N1[C@@H]2CC([C@H](C1)CC2(C)C)=O